2,2-diethyl-6-(3-(4-(trifluoromethyl)pyridin-3-yl)-1,2,4-oxadiazol-5-yl)chroman-4-one C(C)C1(OC2=CC=C(C=C2C(C1)=O)C1=NC(=NO1)C=1C=NC=CC1C(F)(F)F)CC